N-[(1S)-1-[di(cyclobutyl)methyl]-2-[4-(3,5-dimethyl-1H-pyrazol-4-yl)anilino]-2-oxo-ethyl]-3-methyl-isoxazole-4-carboxamide C1(CCC1)C([C@@H](C(=O)NC1=CC=C(C=C1)C=1C(=NNC1C)C)NC(=O)C=1C(=NOC1)C)C1CCC1